BrC=1C=CC=2C3(C4=CC=C(C=C4OC2C1)Br)OC(C1=CC=C(C=C13)O)=O 3',6'-dibromo-6-hydroxy-3H-spiro[isobenzofuran-1,9'-xanthen]-3-one